n-butyl (2-fluorophenyl)phenylphosphinate FC1=C(C=CC=C1)P(OCCCC)(=O)C1=CC=CC=C1